Imidazole formate C(=O)O.N1C=NC=C1